C(C)N1C(=NC2=C1C=C(C=C2)OC2=CC(=CC=C2)S(=O)(=O)C)C(C(F)(F)F)(O)C2=CC=C(C=C2)OC 1-(1-ethyl-6-(3-(methylsulfonyl)phenoxy)-1H-benzo[d]Imidazol-2-yl)-2,2,2-trifluoro-1-(4-methoxyphenyl)ethanol